C(C)(C)C1C(C([C@@H](CC1)C)C(C(=O)O)=O)=O 2-((6R)-3-isopropyl-6-methyl-2-oxocyclohexyl)-2-oxoacetic acid